COC(=O)C1=CC=C2C(=N1)SC=N2 thiazolo[5,4-b]Pyridine-5-carboxylic acid methyl ester